C1(CCCCCCC1)C(C(NC1=CC=C2C(=C1)NC(C21CCOCC1)=O)=O)NC(=O)C1=CC=C2C(=C1)NC(C21CCOCC1)=O N-{1-cyclooctyl-2-oxo-2-[(2-oxospiro[indoline-3,4'-tetrahydropyran]-6-yl)amino]ethyl}-2-oxospiro[indoline-3,4'-tetrahydropyran]-6-carboxamide